CC1=NN(C=C1C=1N=C(C2=C(N1)C=NC(=C2)CC(F)(F)F)N2CCC1(CCN(C1)C(=O)OC(C)(C)C)CC2)COCC[Si](C)(C)C tert-butyl 8-(2-(3-methyl-1-((2-(trimethylsilyl) ethoxy) methyl)-1H-pyrazol-4-yl)-6-(2,2,2-trifluoroethyl) pyrido[3,4-d]pyrimidin-4-yl)-2,8-diazaspiro[4.5]decane-2-carboxylate